(S)-3-(3-(4-hydroxy-1-methyl-2-oxo-1,2-dihydropyridin-3-yl)ureido)-3-(6-phenylpyridin-2-yl)propionic acid OC1=C(C(N(C=C1)C)=O)NC(N[C@@H](CC(=O)O)C1=NC(=CC=C1)C1=CC=CC=C1)=O